C[S+](C1=CC=C(C2=CC=CC=C12)O)C dimethyl-(4-hydroxy-1-naphthyl)sulfonium